COC(=O)C=1C(N(C(=C(C1C1=CC(=C(C=C1)Cl)Cl)C1CC1)C)C1=C(C=C(C=C1)F)F)=O 5-cyclopropyl-4-(3,4-dichlorophenyl)-1-(2,4-difluorophenyl)-6-methyl-2-oxo-pyridine-3-carboxylic acid methyl ester